5-bromo-4-methylbenzo[d]oxazol-2(3H)-one BrC=1C=CC2=C(NC(O2)=O)C1C